6-[4-(4-Aminopiperidin-1-yl)-3-(3-fluoro-5-methylphenyl)chinolin-6-yl]pyridin-2-carboxamid NC1CCN(CC1)C1=C(C=NC2=CC=C(C=C12)C1=CC=CC(=N1)C(=O)N)C1=CC(=CC(=C1)C)F